1-{4-[2-(2,6-Dioxo-piperidin-3-yl)-1-oxo-2,3-dihydro-1H-isoindol-4-yl-oxymethyl]-benzyl}-1H-[1,2,3]triazole-4-carboxylic acid amide O=C1NC(CCC1N1C(C2=CC=CC(=C2C1)OCC1=CC=C(CN2N=NC(=C2)C(=O)N)C=C1)=O)=O